(2S,4S)-2-benzyl 1-tert-butyl 4-(aminomethyl)-4-fluoropyrrolidine-1,2-dicarboxylate NC[C@]1(C[C@H](N(C1)C(=O)OC(C)(C)C)C(=O)OCC1=CC=CC=C1)F